2-amino-5-{2-[(1S)-1-cyclopropylethyl]-1-oxo-7-(trifluoromethoxy)-2,3-dihydro-1H-isoindol-5-yl}-N-[(3R,4S)-4-hydroxyoxolane-3-yl]pyrazolo[1,5-a]pyrimidine-3-carboxamide NC1=NN2C(N=C(C=C2)C=2C=C3CN(C(C3=C(C2)OC(F)(F)F)=O)[C@@H](C)C2CC2)=C1C(=O)N[C@@H]1COC[C@H]1O